FC(C=1C(=NC(=NC1)NC=1C=NN(C1)C1CCN(CC1)C)NCCCN1C(COCCC1)=O)F 4-(3-((5-(difluoromethyl)-2-((1-(1-methylpiperidin-4-yl)-1H-pyrazol-4-yl)amino)pyrimidin-4-yl)amino)propyl)-1,4-oxazepan-3-one